The molecule is a steroid saponin that is 4-methylergosta-7,24(28)-dien-21-oic acid attached to an acetyloxy group at position 2, and a alpha-L-rhamnopyranosyloxy group at position 3 (the 2alpha,3beta,4alpha,5alpha stereoisomer). It has been isolated from the roots of Breynia fruticosa. It has a role as a plant metabolite. It is a steroid acid, a deoxymannose derivative, a steroid ester, a steroid saponin, an acetate ester and a monocarboxylic acid. It derives from an alpha-L-rhamnopyranose. C[C@H]1[C@@H]2CC=C3[C@@H]4CC[C@@H]([C@]4(CC[C@@H]3[C@]2(C[C@H]([C@@H]1O[C@H]5[C@@H]([C@@H]([C@H]([C@@H](O5)C)O)O)O)OC(=O)C)C)C)[C@@H](CCC(=C)C(C)C)C(=O)O